4,4-dihydroxydiphenyl sulfide C1=CC(=CC=C1O)SC2=CC=C(C=C2)O